N-{4-[3-(4-fluorophenyl)-1,2,4-oxadiazol-5-yl]Phenyl}-5-oxo-1-[(pyridin-3-yl)methyl]Pyrrolidine-3-carboxamide FC1=CC=C(C=C1)C1=NOC(=N1)C1=CC=C(C=C1)NC(=O)C1CN(C(C1)=O)CC=1C=NC=CC1